BrC=1C=NN(C1)C(C#N)(C)C 2-(4-bromo-1H-pyrazol-1-yl)-2-methylpropanenitrile